N-(2-((5-bromo-2-((2-chloro-4-(4-(3-(dimethylamino)pyrrolidin-1-yl)piperidin-1-yl)-5-methylphenyl)amino)pyrimidin-4-yl)amino)-4-chlorophenyl)methanesulfonamide BrC=1C(=NC(=NC1)NC1=C(C=C(C(=C1)C)N1CCC(CC1)N1CC(CC1)N(C)C)Cl)NC1=C(C=CC(=C1)Cl)NS(=O)(=O)C